[5-(1-octylnonoxy)-5-oxo-pentyl] (2S,4S)-4-hydroxypyrrolidine-2-carboxylate O[C@H]1C[C@H](NC1)C(=O)OCCCCC(=O)OC(CCCCCCCC)CCCCCCCC